4-[(2-{4-[5-chloro-2-(4,5-dihydro-1,2-oxazol-3-yl)phenyl]-5-methoxy-2-oxopyridin-1(2H)-yl}-4-methoxybutyryl)amino]-2-fluoro-N-methylbenzamide ClC=1C=CC(=C(C1)C1=CC(N(C=C1OC)C(C(=O)NC1=CC(=C(C(=O)NC)C=C1)F)CCOC)=O)C1=NOCC1